The molecule is a pyrimidine 2'-deoxyribonucleoside having dihydrothymine as the nucleobase. It has a role as a Mycoplasma genitalium metabolite. It derives from a thymidine. CC1CN(C(=O)NC1=O)[C@H]2C[C@@H]([C@H](O2)CO)O